[K+].O[C@@H](C\C=C/CCCCCCCC(=O)[O-])CCCCCC 12-hydroxy-(9Z,12R)-9-octadecenoic acid monopotassium salt